N-(2-(2,6-dioxopiperidin-3-yl)-3-oxoisoindolin-5-yl)-2-(trifluoromethoxy)benzenesulfonamide O=C1NC(CCC1N1CC2=CC=C(C=C2C1=O)NS(=O)(=O)C1=C(C=CC=C1)OC(F)(F)F)=O